COC1=C(C=CC=C1)C1CC2C(N(OC2(C)C)C)C(C1)C 5-(2-Methoxyphenyl)-1,3,3,7-tetramethyloctahydrobenzo[c]isoxazol